1-(4-benzoyl-3,4-dihydroquinoxaline-1(2H)-yl)-3-(piperidin-1-yl)propan-1-one C(C1=CC=CC=C1)(=O)N1CCN(C2=CC=CC=C12)C(CCN1CCCCC1)=O